N1C=C(C2=CC=CC=C12)C(CC(=O)O)C 3-(1H-indol-3-yl)butanoic acid